6-(2-(3'-(tert-butyl)-[1,1'-biphenyl]-3-yl)-2-hydroxyacetyl)-2-(1-phenylcyclopropyl)-3,5,6,7,8,9-hexahydro-4H-pyrimido[5,4-c]azepin-4-one C(C)(C)(C)C=1C=C(C=CC1)C1=CC(=CC=C1)C(C(=O)N1CC2=C(CCC1)N=C(NC2=O)C2(CC2)C2=CC=CC=C2)O